C1C=CC=2C=CC=C3C=C4C=CC=CC4=C1C23 1H-benzo[de]anthracene